N4-[2-(dimethylphosphoryl)-4-methylphenyl]-N2-[(3S)-piperidin-3-yl]-5-(trifluoromethyl)pyrimidine-2,4-diamine CP(=O)(C)C1=C(C=CC(=C1)C)NC1=NC(=NC=C1C(F)(F)F)N[C@@H]1CNCCC1